C(CCCCCCCCC(=O)OCCCCCCCCCCCCCCCCCCCCCC)(=O)OCCCCCCCCCCCCCCCCCCCCCC di-docosyl sebacate